CN1CCN(CC1)C=1C=CC=2N(C1)C(=CN2)C(=O)N2CC1(C2)CC(C1)NC(=O)NC1=CC(=CC=C1)C(F)(F)F 1-(2-(6-(4-methylpiperazin-1-yl)imidazo[1,2-a]pyridine-3-carbonyl)-2-azaspiro[3.3]heptan-6-yl)-3-(3-(trifluoromethyl)phenyl)urea